4-amino-N-(4-(methoxymethyl)phenyl)-6-(3-(4-methoxypiperidin-1-yl)prop-1-yn-1-yl)-7-(1-methylcyclopropyl)-7H-pyrrolo[2,3-d]pyrimidine-5-carboxamide NC=1C2=C(N=CN1)N(C(=C2C(=O)NC2=CC=C(C=C2)COC)C#CCN2CCC(CC2)OC)C2(CC2)C